COC(C(OC1=CC(=CC=C1)[N+](=O)[O-])[C@@H]1CN(CC1)C(=O)OC(C)(C)C)=O tert-Butyl (3S)-3-[2-methoxy-1-(3-nitrophenoxy)-2-oxo-ethyl]pyrrolidine-1-carboxylate